C(CCCCC(=O)[O-])(=O)[O-].CC[NH3+].CC[NH3+] 2-ethyl-ammonium adipate